2-aminohept-4-ene-1,7-dioic acid NC(C(=O)O)CC=CCC(=O)O